NC=1C=C(C=C(C1)C(F)(F)F)[C@@H](C)NC(=O)C1=NN(C(C(=C1)C1CC1)=O)C1=CC=CC=C1 (R)-N-(1-(3-amino-5-(trifluoromethyl)phenyl)ethyl)-5-cyclopropyl-6-oxo-1-phenyl-1,6-dihydroPyridazine-3-carboxamide